NC1=C(C=2N(C=C1)C=CN2)P(C)(C)=O (7-aminoimidazo[1,2-a]pyridin-8-yl)dimethylphosphine oxide